4-((4-(1-Cyclopentyl-1H-pyrazol-4-yl)pyridin-2-yl)((4-(4-methoxy-3-methylphenyl)bicyclo[2.2.2]octan-1-yl)methyl)carbamoyl)(trans-cyclohexyl) 3-hydroxyazetidine-1-carboxylate OC1CN(C1)C(=O)O[C@@H]1CC[C@H](CC1)C(N(CC12CCC(CC1)(CC2)C2=CC(=C(C=C2)OC)C)C2=NC=CC(=C2)C=2C=NN(C2)C2CCCC2)=O